NC1=C(SC=2N=C(N=CC21)C)C(=O)NC2CC=1C=C(C(=NC1CC2)N2CCC1C2CNC1)F 5-amino-N-(3-fluoro-2-{octahydropyrrolo[2,3-c]pyrrol-1-yl}-5,6,7,8-tetrahydroquinolin-6-yl)-2-methylthieno[2,3-d]pyrimidine-6-carboxamide